ClC=1C=C2C(=NN(C2=CC1)CC(=O)N(C1CC1)CC(=O)NCC1=C(C(=CC=C1)Cl)F)C(=O)N 5-chloro-1-(2-((2-(3-chloro-2-fluorobenzylamino)-2-oxoethyl)(cyclopropyl)-amino)-2-oxoethyl)-1H-indazole-3-carboxamide